ClC1=C(C=CC=C1)NC1=CC=C2C(=N1)C=NN2C=2C=C(SC2)C(=O)N[C@@H]2COCC2 (S)-4-(5-((2-chlorophenyl)amino)-1H-pyrazolo[4,3-b]pyridin-1-yl)-N-(tetrahydrofuran-3-yl)thiophene-2-carboxamide